NCCC(CCC)N 1,3-diaminohexane